1-(4-(3-fluoro-4-methylphenyl)-5-(isopropylsulfanyl)thiazol-2-yl)-4-(3-fluorophenyl)-3-methyl-1H-pyrazole-5-carboxylic acid FC=1C=C(C=CC1C)C=1N=C(SC1SC(C)C)N1N=C(C(=C1C(=O)O)C1=CC(=CC=C1)F)C